FC([C@H](C1=CN(C2=CC(=C(C=C12)F)C1=NC=C(N=C1C(F)(F)F)C)CC(C)(C)C)NS(=O)(=O)C1CC1)F (S)-N-(2,2-difluoro-1-(5-fluoro-6-(5-methyl-3-(trifluoromethyl)pyrazin-2-yl)-1-neopentyl-1H-indol-3-yl)ethyl)cyclopropanesulfonamide